5-(5-CHLORO-2-(1H-TETRAZOL-1-YL)PHENYL)PYRIDINE-1-OXIDE ClC=1C=CC(=C(C1)C=1C=CC=[N+](C1)[O-])N1N=NN=C1